1-(2-methoxyethyl)-4-oxo-1,4-dihydropyridazine-3-carboxamide COCCN1N=C(C(C=C1)=O)C(=O)N